O=C1NC(CCC1N1C(C2=CC=CC(=C2C1=O)NC(C1=C(C=C(C(=C1)C(C)C)O)O)=O)=O)=O N-[2-(2,6-dioxopiperidin-3-yl)-1,3-dioxoisoindolin-4-yl]-2,4-dihydroxy-5-isopropylbenzamide